(benzo[b]thiophen-4-yl)piperazine hydrochloride Cl.S1C2=C(C=C1)C(=CC=C2)N2CCNCC2